ClC1CN(CCC1)C1=CC=C(N)C=C1 4-(3-chloropiperidin-1-yl)aniline